[Cl-].C(C)[NH+]1C(=CC=C1)CCCC 1-ethyl-2-butylpyrrolium chloride